acrylic acid (2-ethyl)hexyl ester CCCCCCCCOC(C=C)=O